ClC=1N=C(C2=C(N1)C(=C(N=C2)C2=CC(=CC1=CC=CC=C21)OCOC)F)N2CC1CCC(C2)O1 3-[2-chloro-8-fluoro-7-[3-(methoxymethoxy)-1-naphthyl]pyrido[4,3-d]pyrimidin-4-yl]-8-oxa-3-azabicyclo[3.2.1]octane